FC=1C=CC(=NC1)[C@@H](C)OC1=NC(=CC=2N1C(=CN2)I)C=2C=NN(C2C)C2CCN(CC2)C(=O)OC(C)(C)C tert-Butyl 4-[4-[5-[(1R)-1-(5-fluoro-2-pyridyl)ethoxy]-3-iodo-imidazo[1,2-c]pyrimidin-7-yl]-5-methyl-pyrazol-1-yl]piperidine-1-carboxylate